CCCC/C=C\C/C=C\CCCCCCCC(=O)O[C@H](COC(=O)CC/C=C\C/C=C\C/C=C\C/C=C\C/C=C\C/C=C\CC)COP(=O)([O-])OCC[N+](C)(C)C 1-(4Z,7Z,10Z,13Z,16Z,19Z-docosahexaenoyl)-2-(9Z,12Z-heptadecadienoyl)-glycero-3-phosphocholine